5-[4-amino-5-(trifluoromethyl)pyrrolo[2,1-f][1,2,4]triazin-7-yl]-4-fluoro-N-[(3R,4S)-4-fluoro-1-(2-methylpyridine-4-carbonyl)pyrrolidin-3-yl]-2-methylbenzamide NC1=NC=NN2C1=C(C=C2C=2C(=CC(=C(C(=O)N[C@@H]1CN(C[C@@H]1F)C(=O)C1=CC(=NC=C1)C)C2)C)F)C(F)(F)F